4-acryloyl-1-(methylsulfonyl)piperazin C(C=C)(=O)N1CCN(CC1)S(=O)(=O)C